[6-(1-methylpyrazol-4-yl)pyrazolo[1,5-a]pyridin-4-yl] trifluoromethanesulfonate FC(S(=O)(=O)OC=1C=2N(C=C(C1)C=1C=NN(C1)C)N=CC2)(F)F